BrC1=NN(C(=N1)OC1=CC(=CC(=C1)F)Cl)C(C([2H])([2H])[2H])C([2H])([2H])[2H] 3-bromo-5-(3-chloro-5-fluorophenoxy)-1-(1,1,1,3,3,3-hexadeuteriopropan-2-yl)-1,2,4-triazole